C1=C(C=CC2=CC=CC=C12)C=1C(OCC1)=O 3-(Naphthalen-2-yl)furan-2(5H)-one